1,2,5-hexanetriol C(C(CCC(C)O)O)O